6-chloro-5-(2-fluoro-5-methoxy-phenyl)-7-iodo-3-methyl-1,3-dihydro-1,4-benzodiazepine-2-One ClC1=C(C=CC2=C1C(=NC(C(N2)=O)C)C2=C(C=CC(=C2)OC)F)I